(S)-N-(1-Amino-3-hydroxy-1-oxopropan-2-yl)-2-cyclopropyl-5-((2-methylthiazol-5-yl)methoxy)benzofuran-3-carboxamide NC([C@H](CO)NC(=O)C1=C(OC2=C1C=C(C=C2)OCC2=CN=C(S2)C)C2CC2)=O